(R)-3-methoxypyrrolidine-1-sulfonyl chloride CO[C@H]1CN(CC1)S(=O)(=O)Cl